F[C@H]1CN(CC[C@@H]1NC1=CC=CC=2C(=C(OC21)C#CC)N2C=CC=C2)C 3-(7-(((3S,4S)-3-fluoro-1-methylpiperidin-4-yl)amino)-3-(1H-pyrrol-1-yl)benzofuran-2-yl)prop-2-yn